1,3-dibromo-5-(2-phenylprop-2-yl)benzene BrC1=CC(=CC(=C1)C(C)(C)C1=CC=CC=C1)Br